BrC=1C(=C(OC2CCC(CC2)OCC(C)=O)C=CC1)C 1-(((1r,4r)-4-(3-bromo-2-methylphenoxy)cyclohexyl)oxy)propan-2-one